2-(difluoromethyl-ethoxy)-1,1,1,2,3,3,3-heptafluoropropane FC(F)C(C)OC(C(F)(F)F)(C(F)(F)F)F